(3R)-3-amino-5-[(4-chlorophenyl)methyl]-7-[5-(2-hydroxyspiro[3.3]heptan-6-yl)-1,3,4-oxadiazol-2-yl]-1,1-dioxo-2,3-dihydro-1λ6,5-benzothiazepin-4-one N[C@H]1CS(C2=C(N(C1=O)CC1=CC=C(C=C1)Cl)C=C(C=C2)C=2OC(=NN2)C2CC1(CC(C1)O)C2)(=O)=O